2-methyl-2-(pyrimidin-4-yl)propanoic acid CC(C(=O)O)(C)C1=NC=NC=C1